tris(4-oxo-2,2,6,6-tetramethylpiperidinyloxy)phenylphosphine O=C1CC(N(C(C1)(C)C)OC1=C(C(=C(C=C1)P)ON1C(CC(CC1(C)C)=O)(C)C)ON1C(CC(CC1(C)C)=O)(C)C)(C)C